C(NC)(=O)O azapropionic acid